C(#N)C=1C=C(C=CC1F)NC(N(CC(C)C)C1COCC=2NC(C=3C=C(C(=CC3C21)F)F)=O)=O 3-(3-Cyano-4-fluorophenyl)-1-(8,9-difluoro-6-oxo-1,4,5,6-tetrahydro-2H-pyrano[3,4-c]isoquinolin-1-yl)-1-isobutylurea